3-(didodecylamino)propan-1-ol C(CCCCCCCCCCC)N(CCCO)CCCCCCCCCCCC